C(C)(C)NC1=NC=CC(=C1)CN1C(N(C(C1(C)C)=O)C1=CC=C(C=C1)C1(C(C1)(C)C)C#N)=O 1-(4-(3-((2-(isopropylamino)pyridin-4-yl)methyl)-4,4-dimethyl-2,5-dioxoimidazolidin-1-yl)phenyl)-2,2-dimethylcyclopropane-1-carbonitrile